BrC1=C(C[C@@H]2CN(CCO2)C(=O)OC(C)(C)C)C(=CC(=C1)Cl)C tert-butyl (R)-2-(2-bromo-4-chloro-6-methylbenzyl)morpholine-4-carboxylate